N(=[N+]=[N-])C(C(=O)N(C1=CC=CC=C1)C)CN=[N+]=[N-] 2,3-diazido-N-methyl-N-phenylpropionamide